2-Fluoro-3-[N-(cyclopropylmethyl)-2-methyl-4-cyanobenzamido]benzoic acid FC1=C(C(=O)O)C=CC=C1N(C(C1=C(C=C(C=C1)C#N)C)=O)CC1CC1